tert-butyl 1'-(4-((2,6-dioxopiperidin-3-yl)amino)-2-fluorophenyl)-3'-fluoro-[1,4'-bipiperidine]-4-carboxylate O=C1NC(CCC1NC1=CC(=C(C=C1)N1CC(C(CC1)N1CCC(CC1)C(=O)OC(C)(C)C)F)F)=O